C12(CC3CC(CC(C1)C3)C2)P(C(C)(C)C)C(C)(C)C 1-adamantyl-di-tert-butylphosphine